tert-butyl-(4-amino-4-(1-methyl-benzo[d]imidazol-2-yl)butyl)carbamate C(C)(C)(C)OC(NCCCC(C1=NC2=C(N1C)C=CC=C2)N)=O